3-(benzyloxy)-5-methyl-6-(3-phenoxybenzyl)-2-propylisonicotinic acid methyl ester COC(C1=C(C(=NC(=C1C)CC1=CC(=CC=C1)OC1=CC=CC=C1)CCC)OCC1=CC=CC=C1)=O